CC1=NC(=NC=2N([C@H](C(NC12)=O)C)C)N[C@@H]1C[C@H](CC1)OC1=CC(=C(C(=C1)F)F)F (7S)-4,7,8-trimethyl-2-((trans-3-(3,4,5-trifluorophenoxy)cyclopentyl)amino)-7,8-dihydropteridin-6(5H)-one